FC1(C[C@H](N(C1)C(CN1C[C@H](CC1)NC=1C=NC2=CC=CC=C2C1)=O)C#N)F (S)-4,4-difluoro-1-(2-((S)-3-(quinolin-3-ylamino)pyrrolidin-1-yl)acetyl)pyrrolidine-2-carbonitrile